FC1=C(C=C(CC2=NNC(C3=CC=C(C=C23)OC2=CC=C(C(=O)N)C=C2)=O)C=C1)C(=O)N1CCN(CC1)C 4-(4-(4-Fluoro-3-(4-methylpiperazine-1-carbonyl)benzyl)-1-oxo-1,2-dihydrophthalazin-6-yloxy)benzamide